5-(4-((2,6-dioxo-2,3,6,7-tetrahydro-1H-purin-8-yl)methyl)piperazin-1-yl)-N-methylpicolinamide O=C1NC(C=2NC(=NC2N1)CN1CCN(CC1)C=1C=CC(=NC1)C(=O)NC)=O